2,5-Di(tert-amyl)hydroquinone C(C)(C)(CC)C1=C(O)C=C(C(=C1)O)C(C)(C)CC